ClC1=C(C=CC=C1)C=1C=C(C(=NC1)[N-]CC(=O)N)O 5-(Chlorophenyl)-N-(2-amino-2-oxoethyl)-3-hydroxylpyridin-2-yl-amide